[Fr].C(CCCCCCCCCCCCCCCC)(=O)O heptadecanoic acid Francium